3-iodo-5-(methylsulfanyl)-1H-indazole IC1=NNC2=CC=C(C=C12)SC